CC1(CC1)C1N(CCC(C1)COC1=COC(=CC1=O)CN1CC2=CC=CC=C2C1)C(=O)O 1-methylcyclopropyl-4-(((6-(isoindolin-2-ylmethyl)-4-oxo-4H-pyran-3-yl)oxy)methyl)piperidine-1-carboxylic acid